2-[3-[5-[3-[(5-bromo-2-pyridyl)oxy]cyclobutoxy]-2-pyridyl]-1-methyl-prop-2-ynyloxy]ethanol BrC=1C=CC(=NC1)OC1CC(C1)OC=1C=CC(=NC1)C#CC(OCCO)C